2-hydroxy-6-methoxy-N-(4-methoxy-6-(methoxymethyl)benzo[d]isoxazol-3-yl)benzenesulfonamide OC1=C(C(=CC=C1)OC)S(=O)(=O)NC1=NOC2=C1C(=CC(=C2)COC)OC